ClC1=CC=C(C=C1)C(C(=O)N[C@@H](CC1=CC=CC=C1)C(=O)N[C@H](CCC(=O)O)C(=O)O)(C)C (2-(4-chlorophenyl)-2-methylpropanoyl)-L-phenylalanyl-D-glutamic acid